FC1=C(C=C(C=C1)F)CN1N=C(N=C1)C(=O)N[C@H]1C(N(C=2N(CC1)C=NC2)C)=O 1-[(2,5-difluorophenyl)methyl]-N-[(3R)-1-methyl-2-oxo-4,5-dihydro-3H-imidazo[1,5-a][1,3]diazepin-3-yl]1,2,4-triazole-3-carboxamide